(1-(5-chloro-2-fluoro-4-methoxyphenyl)-1H-1,2,3-triazol-4-yl)methanol ClC=1C(=CC(=C(C1)N1N=NC(=C1)CO)F)OC